FC(OC=1C=C(OC2=CC=C(S2)C=O)C=CC1)(F)F 5-(3-(trifluoromethoxy)phenoxy)thiophene-2-carbaldehyde